BrC=1C=C(C=C(C1)Cl)CS(=O)(=O)Cl (3-bromo-5-chloro-phenyl)methanesulfonyl chloride